cis-(9Z,12Z,15Z)-octadeca-9,12,15-trienoic acid C(CCCCCCC\C=C/C\C=C/C\C=C/CC)(=O)O